(2-((2,6-dioxopiperidin-3-yl)amino)-6-fluoropyridin-4-yl)methyl methanesulfonate CS(=O)(=O)OCC1=CC(=NC(=C1)F)NC1C(NC(CC1)=O)=O